6'-[(6-oxa-1-azaspiro[3.3]heptan-1-yl)methyl]-2',3'-dihydrospiro[cyclohexane-1,1'-indene]-4-carboxylic acid N1(CCC12COC2)CC2=CC=C1CCC3(C1=C2)CCC(CC3)C(=O)O